3-Amino-5-(3,3-difluoropropoxy)-4-(7-fluoro-1H-indazol-4-yl)-8-methyl-1H-1,7-naphthyridin-2-one NC=1C(NC2=C(N=CC(=C2C1C1=C2C=NNC2=C(C=C1)F)OCCC(F)F)C)=O